(E)-3-(4-chloro-1H-indazol-6-yl)-N-(2,3-dihydro-1H-inden-1-yl)acrylamide ClC1=C2C=NNC2=CC(=C1)/C=C/C(=O)NC1CCC2=CC=CC=C12